methyl (S)-2-(benzylamino)-4-((methoxycarbonyl)amino)butanoate C(C1=CC=CC=C1)N[C@H](C(=O)OC)CCNC(=O)OC